Cl.CN1C(C=C(C=C1)NC=1C=CC=C2CCNCC12)=O 1-Methyl-4-((1,2,3,4-tetrahydroisoquinolin-8-yl)amino)pyridin-2(1H)-one hydrochloride